{[3-fluoro-1-(3-fluoro(2-pyridyl))cyclobutyl]methyl}[5-(6-methoxypyridazin-3-yl)pyrimidin-2-yl]amine FC1CC(C1)(C1=NC=CC=C1F)CNC1=NC=C(C=N1)C=1N=NC(=CC1)OC